1-(2-hydroxypropyl)pyrrolidine OC(CN1CCCC1)C